2-methylhexan-2,4-diol CC(C)(CC(CC)O)O